NC(CCCCCCCCCCNC(C)=O)C N-(11-aminododecyl)acetamide